ClC(C(=O)OC)C1=CC=CC=C1 methyl α-chlorophenylacetate